4,4'-[(E)-1,2-Diazenediyl]dibenzenethiol N(=N\C1=CC=C(C=C1)S)/C1=CC=C(C=C1)S